NC[C@H](S(=O)(=O)C)C1CN(C1)C=1C=CC(=C2C=C(N=CC12)NC1=NC(=NC=C1)N1C[C@@H]([C@@H](CC1)OC)F)C(C)C 8-{3-[(1R)-2-amino-1-methanesulfonylethyl]azetidin-1-yl}-N-{2-[(3S,4R)-3-fluoro-4-methoxypiperidin-1-yl]pyrimidin-4-yl}-5-(propan-2-yl)isoquinolin-3-amine